O.N1=CNC(C=C1)=O.N1=CNC(C=C1)=O pyrimidin-4(3H)-one hemihydrate